3-(5-((2-((4,4-difluorocyclohexyl)amino)cyclohexyl)oxy)-1-oxoisoindolin-2-yl)piperidine-2,6-dione FC1(CCC(CC1)NC1C(CCCC1)OC=1C=C2CN(C(C2=CC1)=O)C1C(NC(CC1)=O)=O)F